octanedial bis(2-mercaptopropionate) SC(C(=O)O)C.SC(C(=O)O)C.C(CCCCCCC=O)=O